CC1(CCC(CC1)N1N=CC(=C1)B1OC(C(O1)(C)C)(C)C)O (1s,4s)-1-methyl-4-(4-(4,4,5,5-tetramethyl-1,3,2-dioxaborolan-2-yl)-1H-pyrazol-1-yl)cyclohexan-1-ol